C(CC)NC1=NC=C(C=C1)N N-propylpyridine-2,5-diamine